CC1=NN(C2=CC(=CC=C12)C(=O)OC)C1OCCCC1 methyl 3-methyl-1-(oxan-2-yl)indazole-6-carboxylate